N1CC(C1)C=1C=C2C(N(C(C2=CC1)=O)C1C(NC(CC1)=O)=O)=O 5-(azetidin-3-yl)-2-(2,6-dioxo-3-piperidinyl)isoindoline-1,3-dione